indolinium nitrogen [N+3].[NH2+]1CCC2=CC=CC=C12